C(C1=CC=CC=C1)SC=1C=CC2=C(OCCN2C(=O)C=2C=C(C=CC2)CC(=O)OC)C1 methyl 2-(3-(7-(benzylthio)-3,4-dihydro-2H-benzo[b][1,4]oxazine-4-carbonyl)phenyl)acetate